Cl.COC(=O)C=1C=C(C2=C(N(C=N2)C/C(=C/CN)/F)C1)C1=CC(=CC=C1)S(NC1CC1)(=O)=O (Z)-1-(4-amino-2-fluoro-but-2-en-1-yl)-4-(3-(N-cyclopropylsulfamoyl)phenyl)-1H-benzo[d]imidazole-6-carboxylic acid methyl ester hydrochloride